BrC1=CC=C(C(=N1)Cl)N(S(=O)(=O)C)S(=O)(=O)C N-(6-bromo-2-chloropyridin-3-yl)-N-(methylsulfonyl)methanesulfonamide